O=C1N(CC2=CC=CC(=C12)NC=1C=C2C(=NNC2=CC1)C#N)CC(N1[C@@H](CCC1)C(F)(F)F)=O 5-[[3-oxo-2-[2-oxo-2-[(2S)-(trifluoromethyl)pyrrolidin-1-yl]ethyl]isoindolin-4-yl]amino]-1H-indazole-3-carbonitrile